3,3'-(1,4-phenylene)di(1-propanamine) C1(=CC=C(C=C1)CCCN)CCCN